C(C)(C)(C)OC(=O)N1CC=2C(CC1(C)C)=NN(C2C2=C(C=C(C(=C2)F)NC(=O)N)F)C2=C(C=CC=C2CC)CC 2-(2,6-diethylphenyl)-3-(2,5-difluoro-4-ureidophenyl)-6,6-dimethyl-2,4,6,7-tetrahydro-5H-pyrazolo[4,3-C]pyridine-5-carboxylic acid tert-butyl ester